C(C1=CC=C(C(=O)OC)C=C1)(=O)OCCO 2-HYDROXYETHYL METHYL TEREPHTHALATE